C(C)(=O)C=1N=C(C=2N=CN([C@H]3[C@H](O)[C@H](OP(=O)(O)O)[C@@H](COP(=O)(O)OP(=O)(O)OCC(C)(C)[C@@H](O)C(=O)NCCC(=O)NCCS)O3)C2N1)N C2-(acetyl-CoA)